8-(2,2-dimethylcyclopentyl)-2-(1-(methylsulfonyl)piperidin-4-ylamino)-7-oxo-7,8-dihydropyrido[2,3-d]pyrimidine-6-carbonitrile CC1(C(CCC1)N1C(C(=CC2=C1N=C(N=C2)NC2CCN(CC2)S(=O)(=O)C)C#N)=O)C